(1R,2S)-N-((S)-2-(dimethylamino)-3-(2-oxo-2,3-dihydrobenzo[d]oxazol-6-yl)propyl)-2-methyl-2-phenylcyclopropane-1-carboxamide CN([C@H](CNC(=O)[C@H]1[C@](C1)(C1=CC=CC=C1)C)CC1=CC2=C(NC(O2)=O)C=C1)C